5-[(4-hydroxypiperidin-4-yl)methyl]-1-phenyl-1H,4H,5H-pyrazolo[3,4-d]pyrimidin-4-one TFA salt OC(=O)C(F)(F)F.OC1(CCNCC1)CN1C=NC2=C(C1=O)C=NN2C2=CC=CC=C2